methyl (Z)-2-[5-[3-[chloro(difluoro)methyl] pyrazol-1-yl]-2-methyl-phenoxy]-3-methoxy-prop-2-enoate ClC(C1=NN(C=C1)C=1C=CC(=C(O\C(\C(=O)OC)=C/OC)C1)C)(F)F